OC(CN1CC2=C(N=C(N=C2)N2C=NC(=C2)C)CC1)C=1C(=C2COC(C2=CC1)=O)C 5-(1-hydroxy-2-(2-(4-methyl-1H-imidazol-1-yl)-7,8-dihydropyrido[4,3-d]pyrimidin-6(5H)-yl)ethyl)-4-methylisobenzofuran-1(3H)-one